C(CCCCCCCCC)C(CNC(CCC(C)C1CCC2C3CC(C4CC(CCC4(C3CCC12C)C)O)O)=O)CCCCCCCCCCCC N-(2-decyltetradecyl)-4-(3,6-dihydroxy-10,13-dimethylhexadecahydro-1H-cyclopenta[a]phenanthren-17-yl)pentanamide